N-(2-cyclopropyl-4-fluorophenyl)-N-(5-methylthiazol-2-yl)-7-nitrobenzo[c][1,2,5]oxadiazol-4-amine C1(CC1)C1=C(C=CC(=C1)F)N(C1=CC=C(C2=NON=C21)[N+](=O)[O-])C=2SC(=CN2)C